4-benzylamino-1-methyl-3,5-dinitropyrazole C(C1=CC=CC=C1)NC=1C(=NN(C1[N+](=O)[O-])C)[N+](=O)[O-]